C(CCCCCCC)C=1C=C2C=CC(=CC2=CC1)NC1=CC=CC=C1 6-octyl-N-phenyl-naphthalene-2-amine